BrC1=NN(C(C2=CC=C(C=C12)C1(CC1)F)=O)CC(=O)O 2-(4-bromo-6-(1-fluorocyclopropyl)-1-oxophthalazin-2(1H)-yl)acetic acid